tert-butyl N-[(carbamoylmethylcarbamoyl)methyl]carbamate C(N)(=O)CNC(=O)CNC(OC(C)(C)C)=O